COC=1C=C(CS(=O)(=O)C2=NC=3N(C(N(C(C3N2C)=O)C)=O)C)C=CC1 8-((3-methoxybenzyl)sulfonyl)-1,3,7-trimethyl-1H-purine-2,6(3H,7H)-dione